O=C1N(CCC(N1)=O)C=1C=C(C(=O)N2CCC(CC2)CN2CCN(CC2)C2=CC=C(C=C2)NC2=C3N=CN(C3=NC=N2)C2CC(C2)NC(CC2=CC=CC=C2)=O)C=CC1OC N-((1s,3s)-3-(6-(4-(4-((1-(3-(2,4-dioxotetrahydropyrimidin-1(2H)-yl)-4-methoxybenzoyl)piperidin-4-yl)methyl)piperazin-1-yl)phenylamino)-9H-purin-9-yl)cyclobutyl)-2-phenylacetamide